2-(chloromethyl)-4-methylthiophene ClCC=1SC=C(C1)C